(1r,4r)-4-(3-chloroanilino)-2'-(2-phenylethyl)spiro[cyclohexane-1,1'-indene]-4-carboxylic acid ClC=1C=C(NC2(CCC3(C(=CC4=CC=CC=C34)CCC3=CC=CC=C3)CC2)C(=O)O)C=CC1